(2S,3S)-3-phenylbutan-2-ol C1(=CC=CC=C1)[C@@H]([C@H](C)O)C